2-(2-(2-(benzyloxy) ethoxy) ethoxy)ethyl 4-methylbenzenesulfonate CC1=CC=C(C=C1)S(=O)(=O)OCCOCCOCCOCC1=CC=CC=C1